C(#C)C=1C(=C2C=CNC2=C(C1)C)CN1[C@@H](CC2(CCCC2=O)CC1)C1=CC=C(C(=O)O)C=C1 4-((7S)-8-((5-ethynyl-7-methyl-1H-indol-4-yl)methyl)-1-oxo-8-azaspiro[4.5]decan-7-yl)benzoic acid